C1(=CC=CC=C1)C1CCC2OC3(C(N21)=O)CCC3 5'-phenyltetrahydro-3'H-spiro[cyclobutane-1,2'-pyrrolo[2,1-b][1,3]oxazol]-3'-one